(E)-oct-2-enyl acetate C(C)(=O)OC\C=C\CCCCC